[N+](=[N-])=CC(CC[C@@H](C(SC(C)C)=O)NC([C@H](C)OC)=O)=O S-isopropyl (S)-6-diazo-2-((S)-2-methoxypropanamido)-5-oxohexanethioate